OC1=CC=C(CC=2SC(=CN2)CNC(=O)C2=CC3=C(OC4=C(C(N3)=O)C=CC=C4)C=C2)C=C1 N-((2-(4-hydroxybenzyl)thiazol-5-yl)methyl)-11-oxo-10,11-dihydrodibenzo[b,f][1,4]oxazepine-8-carboxamide